C(C1=CC=CC=C1)N(C(N(C)C1=CC2=C(C3=C(S2)C=C(C=C3)S(=O)(=O)N[C@H](C(=O)O)C(C)C)C=C1)=O)C (S)-2-(7-(3-benzyl-1,3-dimethylureido)dibenzo[b,d]thiophene-3-sulfonamido)-3-methyl-butanoic acid